C[C@@H]1CN(CCN1C)C1=NC=C(C(=C1)N1CC(C1)C(=O)NC(C)(C)C1=CN=C2N1C=CC=C2)F 1-{2-[(3R)-3,4-dimethylpiperazin-1-yl]-5-fluoropyridin-4-yl}-N-(2-{imidazo[1,2-a]pyridin-3-yl}propan-2-yl)azetidine-3-carboxamide